C1(=CCCC1)C1=C(C(=O)O)C=C(C=C1)[N+](=O)[O-] 2-(Cyclopent-1-en-1-yl)-5-nitrobenzoic acid